CN(C/C=C/C(=O)NC1=CC(=CC=C1)C1=C(OC=2N=CN=C(C21)NC(CO)C2=CC=CC=C2)C2=CC=CC=C2)C (E)-4-(dimethylamino)-N-(3-(4-(2-hydroxy-1-phenylethylamino)-6-phenylfuro[2,3-d]pyrimidin-5-yl)phenyl)but-2-enamide